NC1=C(C=C(N=N1)C1=C(C=CC=C1)O)N1CC2CCC(C1)N2C2=CC(=NC=C2)C#CCN2CC(C2)(C)F 2-[6-amino-5-[8-[2-[3-(3-fluoro-3-methyl-azetidin-1-yl)prop-1-ynyl]-4-pyridyl]-3,8-diazabicyclo[3.2.1]octan-3-yl]pyridazin-3-yl]phenol